ClC1=CC(=NC=N1)NCC=1N=C2N(C=C(C=C2N2CCS(CC2)(=O)=O)C2CC2)C1 4-(2-(((6-chloropyrimidin-4-yl)amino)methyl)-6-cyclopropylimidazo[1,2-a]pyridin-8-yl)thiomorpholine 1,1-dioxide